N[C@@H]1C2=CC(=CC=C2CC12CCN(CC2)C=2C(=NC(=CN2)SC2=NC(=NC=C2)N)CO)OC (S)-(3-(1-amino-6-methoxy-1,3-dihydrospiro[inden-2,4'-piperidin]-1'-yl)-6-((2-aminopyrimidin-4-yl)thio)pyrazin-2-yl)methanol